OC(C)(P([O-])(=O)[O-])P(O)(=O)O.[Na+].[Na+] disodium 1-hydroxyethane-1,1-diphosphonate